C[C@@H]1[C@H]([C@@H]([C@H]([C@]2(O1)OCC1=CC(=C(C=C12)CC1=CC=C(C=C1)OC)Cl)O)O)O (1S,3'R,4'S,5'S,6'R)-6'-Methyl-6-(4-methoxybenzyl)-5-chloro-3',4',5',6'-tetrahydro-3H-spiro-[isobenzofuran-1,2'-pyran]-3',4',5'-triol